3-(but-3-en-1-yl)-1,2,3,6-tetrahydrophthalic anhydride C(CC=C)C1C2C(C(=O)OC2=O)CC=C1